tert-butyl 4-hydroxy-4-[(1S)-1-[1-(4-methoxyphenyl)-4-oxo-1H,4H,5H-pyrazolo[3,4-d]pyrimidin-5-yl]ethyl]piperidine-1-carboxylate OC1(CCN(CC1)C(=O)OC(C)(C)C)[C@H](C)N1C=NC2=C(C1=O)C=NN2C2=CC=C(C=C2)OC